ClC=1C=C2C=NN(C2=CC1C1CCN(CC1)C1(COC1)C)C=1C=NN(C1)CC(F)F 5-chloro-1-(1-(2,2-difluoroethyl)-1H-pyrazol-4-yl)-6-(1-(3-methyloxetan-3-yl)piperidin-4-yl)-1H-indazole